7-chloro-5-(2-fluorophenyl)-2,3-dihydro-2-oxo-1H-1,4-benzodiazepin ClC=1C=CC2=C(C(=NCC(N2)=O)C2=C(C=CC=C2)F)C1